COC(=O)N1CCC(CC1)C=1C=CC=C2C=C(N(C12)CC1CC1)C1=NC2=C(N1C)C(=CC(=C2)C(=O)N2[C@@H]1CC[C@H](C2)[C@H]1N)OC Methyl-4-(2-(5-((1R,4R,7R)-7-amino-2-azabicyclo[2.2.1]heptan-2-carbonyl)-7-methoxy-1-methyl-1H-benzo[d]imidazol-2-yl)-1-(cyclopropylmethyl)-1H-indol-7-yl)piperidin-1-carboxylat